3-(5-(((1R,2S)-2-((4,4-difluorocyclohexyl)amino)cyclohexyl)(methyl)amino)-4-hydroxy-1-oxoisoindolin-2-yl)piperidine-2,6-dione FC1(CCC(CC1)N[C@@H]1[C@@H](CCCC1)N(C=1C(=C2CN(C(C2=CC1)=O)C1C(NC(CC1)=O)=O)O)C)F